COC1=CC=CC(=N1)CNC(C)=O N-[(6-methoxy-pyridin-2-yl)-methyl]-acetamide